2-(5-dodecyloxy-2H-benzotriazole-2-yl)-4,6-di-tert-butylphenol C(CCCCCCCCCCC)OC1=CC=2C(=NN(N2)C2=C(C(=CC(=C2)C(C)(C)C)C(C)(C)C)O)C=C1